N-ethyl-o-methylaniline C(C)NC1=C(C=CC=C1)C